Cl.BrC=1C=C2CC(C(C2=CC1OC)N)(C)C 5-bromo-6-methoxy-2,2-dimethyl-2,3-dihydro-1H-inden-1-amine hydrochloride